BrC1=CC=C(CNC2=C3N=CN(C3=NC=N2)[C@H]2[C@@H](O)[C@H](O)[C@H](O2)CO)C=C1 6-(4-Bromobenzylamino)-9-β-D-arabinofuranosylpurin